ClC=1C=C(C(=NC1N1N=CC=N1)C)NC(=O)C=1C=NN(C1C(F)(F)F)C1=CC=C(C=2N1C=CN2)F N-(5-Chloro-2-methyl-6-(2H-1,2,3-triazol-2-yl)pyridin-3-yl)-1-(8-fluoroimidazo[1,2-a]pyridin-5-yl)-5-(trifluoromethyl)-1H-pyrazol-4-carboxamid